(R)-dimethyl((2-(2-methyl-1H-benzo[d]imidazol-1-yl)-6-(3-methylmorpholino)pyrimidin-4-yl)imino)-λ6-sulfanone CS(=O)(=NC1=NC(=NC(=C1)N1[C@@H](COCC1)C)N1C(=NC2=C1C=CC=C2)C)C